OCC(C(=O)O)(C)CO 2,2-dihydroxymethylpropionic acid